OC=1C(=NC(=CN1)C1=CC(=CC=C1)OCC)C(=O)NCC(=O)O (3-hydroxy-6-(3-ethoxyphenyl)pyrazine-2-carbonyl)glycine